3-(N-(4-methoxybenzyl)methylsulfonamido)-5-methylpyrrolidine-1-carboxylate COC1=CC=C(CN(S(=O)(=O)C)C2CN(C(C2)C)C(=O)[O-])C=C1